N-(2-((tert-butyldimethylsilyl)oxy)-4-chlorophenyl)-6-(4-(trifluoromethyl)phenyl)pyrazine-2-carboxamide [Si](C)(C)(C(C)(C)C)OC1=C(C=CC(=C1)Cl)NC(=O)C1=NC(=CN=C1)C1=CC=C(C=C1)C(F)(F)F